1-(5-{[(5-Chlorothiophen-2-yl)methyl]amino}-3-[1-(1H-1,2,3-triazol-5-ylmethyl)piperidin-4-yl]-1H-pyrazol-1-yl)-2,2-dimethylpropan-1-on ClC1=CC=C(S1)CNC1=CC(=NN1C(C(C)(C)C)=O)C1CCN(CC1)CC1=CN=NN1